CN1C(=NN=C1)CC1=C(C=CC=C1)C1=CC=C2CNC(C2=C1)=O 6-(2-((4-Methyl-4H-1,2,4-triazol-3-yl)methyl)phenyl)isoindolin-1-one